CN1CCN(CC1)C(=O)O[C@@H]1CC[C@H](CC1)C(N(C1=NC=CC(=C1)C=1C=NN(C1)C(C)C)C[C@@H]1CC[C@H](CC1)C1=CC(=C(C=C1)OC)C#N)=O trans-4-(((trans-4-(3-Cyano-4-methoxyphenyl)cyclohexyl)methyl)(4-(1-isopropyl-1H-pyrazol-4-yl)pyridin-2-yl)carbamoyl)cyclohexyl 4-methylpiperazine-1-carboxylate